ClC1=CC=C(C=C1)[C@H](C(F)(F)F)N(S(=O)(=O)C=1N=NC=CC1)C (R)-N-(1-(4-chlorophenyl)-2,2,2-trifluoroethyl)-N-methylpyridazine-3-sulfonamide